BrCC1=C(OCCCNC(OC(C)(C)C)=O)C=C(C=C1)F tert-butyl (3-(2-(bromomethyl)-5-fluorophenoxy)propyl)carbamate